(6R)-6-methyl-3-(3-methyl-1H-pyrrolo[2,3-b]pyridin-4-yl)-2-[4-(trifluoromethyl)phenyl]-4,5,6,7-tetrahydropyrazolo[1,5-a]pyrazine hydrogen chloride Cl.C[C@H]1NCC=2N(C1)N=C(C2C2=C1C(=NC=C2)NC=C1C)C1=CC=C(C=C1)C(F)(F)F